C1(=CC=CC=C1)[C@H]1NCCC1 (2S)-2-phenylpyrrolidine